4-((1'R,2'R)-2,6-dihydroxy-5'-methyl-2'-(prop-1-en-2-yl)-1',2',3',4'-tetrahydro-[1,1'-biphenyl]-4-yl)butanoic acid OC1=C(C(=CC(=C1)CCCC(=O)O)O)[C@H]1[C@@H](CCC(=C1)C)C(=C)C